chloro-1-(tetrahydro-2H-pyran-4-yl)-1,5-dihydro-4H-pyrazolo[3,4-d]pyrimidin-4-one ClC1=NN(C=2N=CNC(C21)=O)C2CCOCC2